C(=O)(O)N1C(=O)N(C(=O)N(C1=O)C(=O)O)C(=O)O 1,3,5-tris(carboxyl)isocyanuric acid